C(#N)C(C1=CC=C(C#N)C=C1)O[Si](C)(C)C 4-(cyano((trimethylsilyl)oxy)methyl)benzonitrile